C(C)(C)(C)C=1C=C(C=C(C1)C(C)(C)C)C1=C(C=C(C=C1)N1C2=CC=C(C=C2C=2C=C(C=CC12)C1=C(C=CC=C1)C)C1=C(C=CC=C1)C)C1=CC(=CC=2C3=CC(=CC=C3NC12)C1=C(C=CC=C1)C)C1=C(C=CC=C1)C 1-(3',5'-di-tert-butyl-4-(3,6-di-o-tolyl-9H-carbazol-9-yl)-[1,1'-biphenyl]-2-yl)-3,6-di-o-tolyl-9H-carbazole